ClC=1C=NC(=C2C(C=C(N(C12)C1=C(C=C(C=C1Cl)C#CCN1CCOCC1)Cl)C)=O)OCCO 8-chloro-1-(2,6-dichloro-4-(3-morpholinoprop-1-yn-1-yl)phenyl)-5-(2-hydroxyethoxy)2-methyl-1,6-naphthyridin-4(1H)-one